(4-chlorophenyl)-2-(1-methyl-1H-pyrazol-4-yl)pyrimidine-4-carboxylic acid ClC1=CC=C(C=C1)C=1C(=NC(=NC1)C=1C=NN(C1)C)C(=O)O